COCC(NC(CCC(F)(F)F)=O)C1=CC(=NC=C1)NC([C@H](C1CCC(CC1)C)NC(=O)C1=CC=NN1C)=O N-((1S)-2-((4-(2-methoxy-1-(4,4,4-trifluorobutanamido)ethyl)pyridin-2-yl)amino)-1-((1r,4S)-4-methylcyclohexyl)-2-oxoethyl)-1-methyl-1H-pyrazole-5-carboxamide